cis-3-((6-(6-fluoro-4-(((R)-2-methylmorpholino)methyl)-2-oxobenzo[cd]indol-1(2H)-yl)-4-(3-methyl-1-(4-methyl-4H-1,2,4-triazol-3-yl)cyclobutyl)pyridin-2-yl)amino)propionitrile FC=1C=2C3=C(C(N(C3=CC1)C1=CC(=CC(=N1)NCCC#N)C1(CC(C1)C)C1=NN=CN1C)=O)C=C(C2)CN2C[C@H](OCC2)C